(1S,2S,5R)-N-[(S)-phenyl[5-(propan-2-yl)pyridin-2-yl]methyl]-3-[2-(1H-1,2,3-triazol-5-yl)acetyl]-3-azabicyclo[3.1.0]hexane-2-carboxamide C1(=CC=CC=C1)[C@H](NC(=O)[C@@H]1[C@H]2C[C@H]2CN1C(CC1=CN=NN1)=O)C1=NC=C(C=C1)C(C)C